2-(tert-butyl)-N-(1-cyclopropyl-4-(methylsulfonyl)but-3-en-2-yl)-4-phenoxypyrimidine-5-carboxamide C(C)(C)(C)C1=NC=C(C(=N1)OC1=CC=CC=C1)C(=O)NC(CC1CC1)C=CS(=O)(=O)C